4-chlorobenzaldehyde phenylhydrazone C1(=CC=CC=C1)NN=CC1=CC=C(C=C1)Cl